7-(4-(4,6,6a,7,9,10-hexahydro-8H-pyrazino[1,2-a]pyrrolo[4,3,2-de]quinolin-8-yl)butoxy)-3,4-dihydroquinolin-2(1H)-one C1=CC=C2C=3C(CC4N(C13)CCN(C4)CCCCOC4=CC=C1CCC(NC1=C4)=O)=CN2